1-(3,4-dimethyl-1-phenyl-1H-pyrazol-5-yl)-3-(trans-1-(2-methoxyethyl)-4-phenylpyrrolidin-3-yl)urea CC1=NN(C(=C1C)NC(=O)N[C@@H]1CN(C[C@H]1C1=CC=CC=C1)CCOC)C1=CC=CC=C1